5-(2,3-difluoro-4-methoxy-phenyl)-N-[4-[4-[3-(dimethylamino)propanoyl]piperazine-1-carbonyl]-3-methyl-phenyl]-1-methyl-imidazole-2-carboxamide FC1=C(C=CC(=C1F)OC)C1=CN=C(N1C)C(=O)NC1=CC(=C(C=C1)C(=O)N1CCN(CC1)C(CCN(C)C)=O)C